tert-Butyl 6-(((S)-1-(5-(((S)-1,1-dimethyl-2,3-dihydro-1H-inden-2-yl)amino)pyridin-2-yl)-2,2,2-trifluoroethyl)(methyl)carbamoyl)-2-azaspiro[3.3]heptane-2-carboxylate CC1([C@H](CC2=CC=CC=C12)NC=1C=CC(=NC1)[C@@H](C(F)(F)F)N(C(=O)C1CC2(CN(C2)C(=O)OC(C)(C)C)C1)C)C